6-methyl-5-(1-morpholinovinyl)-2-(thiazol-4-yl)indolizine-7-carboxylic acid isopropyl ester C(C)(C)OC(=O)C=1C(=C(N2C=C(C=C2C1)C=1N=CSC1)C(=C)N1CCOCC1)C